BrC=1C=C(N(N1)COCCOC)C(=O)NC1=C(C=C(C=C1C(NC)=O)Cl)C 5-bromo-N-[4-chloro-2-methyl-6-(methylcarbamoyl)phenyl]-2-(2-methoxyethoxymethyl)pyrazole-3-carboxamide